(S)-2-((phenoxathiine-3-carbonyl)glycyl)-N-((R)-1-(1-(phenylsulfonyl)-1H-pyrrolo[3,2-c]pyridin-2-yl)ethyl)-2-azaspiro[4.5]decane-3-carboxamide C1=CC(=CC=2OC3=CC=CC=C3SC12)C(=O)NCC(=O)N1CC2(C[C@H]1C(=O)N[C@H](C)C1=CC=3C=NC=CC3N1S(=O)(=O)C1=CC=CC=C1)CCCCC2